morpholino diketone O1CCN(CC1)C(C(=O)N1CCOCC1)=O